OC=1C=C2C(=CC(=NC2=CC1)C(=O)OCC)C(=O)OCC 2,4-diethyl 6-hydroxyquinoline-2,4-dicarboxylate